FC(OC1=CC=CC=2C(N([C@H]3C=4N([C@@H](C21)C3)C3=C(N4)C=CC(=C3)C#CC3CN(CC3)C(=O)OC(C)(C)C)C([2H])([2H])[2H])=O)F tert-butyl 3-(((7R,14R)-1-(difluoromethoxy)-6-(methyl-d3)-5-oxo-5,6,7,14-tetrahydro-7,14-methanobenzo[f]benzo[4,5]imidazo[1,2-a][1,4]diazocin-11-yl)ethynyl)pyrrolidine-1-carboxylate